5-Amino-2-(3-(5-((R)-3-hydroxy-1-methyl-2-oxopyrrolidin-3-yl)isoxazol-3-yl)phenyl)-N-((S)-tetrahydrofuran-3-yl)pyrimidine-4-carboxamide NC=1C(=NC(=NC1)C1=CC(=CC=C1)C1=NOC(=C1)[C@]1(C(N(CC1)C)=O)O)C(=O)N[C@@H]1COCC1